FC(=CC=1C=C(C=NC1C)C(=O)OCC)F ethyl 5-(2,2-difluorovinyl)-6-methylpyridine-3-carboxylate